Cl.NC1=NC2=CC(=CC(=C2C=C1Cl)F)CCC=1[C@H]([C@H]([C@@H](C1)N1C=CC=2C(=NC=CC21)C)O)O (1S,2R,5R)-3-(2-(2-amino-3-chloro-5-fluoroquinolin-7-yl)ethyl)-5-(4-methyl-1H-pyrrolo[3,2-c]pyridin-1-yl)cyclopent-3-ene-1,2-diol hydrochloride